OC1=C(C=C(C=C1)CO)CO 4-hydroxy-1,3-benzenedimethanol